ethyl 1-(1-cyclopropylpyrazol-4-yl)-6-oxo-piperidine-3-carboxylate C1(CC1)N1N=CC(=C1)N1CC(CCC1=O)C(=O)OCC